C(N)(=O)C=1C(=NC(=C(N1)CC)C1CC1)NC=1C=C(CCNC([C@H](C)N(C(OC(C)(C)C)=O)C)=O)C=C(C1)F tert-butyl (s)-(1-((3-((3-carbamoyl-6-cyclopropyl-5-ethylpyrazin-2-yl) amino)-5-fluorophenethyl)amino)-1-oxopropan-2-yl)(methyl)carbamate